O[C@@H](C(=O)N)[C@H](C1=NC(=CC=C1)C=1C=C2C=CN(C2=CC1)CC(C)C)O (2R,3S)-2,3-dihydroxy-3-(6-(1-isobutyl-1H-indol-5-yl)pyridin-2-yl)propanamide